Cl.C1(=CC=CC=2C3=CC=CC=C3CC12)C(OC1CCNCC1)(C1=CC=CC=2C3=CC=CC=C3CC12)C1=CC=CC=2C3=CC=CC=C3CC12 4-[tris(fluorenyl)methoxy]piperidine hydrochloride